ClC=1C=CC(=C(C1)/C=C/C(=O)N[C@H]1C/C=C/COC(NC2=CC=CC=C2C2=CNC1=N2)=O)N2N=NN=C2 (E)-3-(5-Chloro-2-tetrazol-1-yl-phenyl)-N-((E)-(S)-9-oxo-10-oxa-8,17,19-triaza-tricyclo[14.2.1.02,7]nonadeca-1(18),2,4,6,12,16(19)-hexaen-15-yl)-acrylamide